glycyl-l-glutamine NCC(=O)N[C@@H](CCC(N)=O)C(=O)O